[C@@H]12OC[C@@H](N(C1)C=1C=CC(=NC1)NC=1C3=C(C(=NC1)C1=C4C(=NC=C1)N(C=C4)C)CNC3=O)C2 7-((5-((1S,4S)-2-oxa-5-azabicyclo[2.2.1]heptan-5-yl)pyridin-2-yl)amino)-4-(1-methyl-1H-pyrrolo[2,3-b]pyridin-4-yl)-2,3-dihydro-1H-pyrrolo[3,4-c]pyridin-1-one